CC1(C(N(C2=CC=CC=C12)C=1C=NC=C(C1)CC1=NNC(C2=CC=CC=C12)=O)=O)NC(C1=CN=CC=C1)=O N-(3-methyl-2-oxo-1-(5-((4-oxo-3,4-dihydrophthalazin-1-yl)methyl)pyridin-3-yl)indolin-3-yl)nicotinamide